C(C)(=O)N[C@H]1C[C@H](CCC1)C(=O)NC1=NC=C(C(=C1)C=1C=NN2C1CC(CC2)OC)Cl (1s,3r)-3-acetamido-N-(5-chloro-4-(5-methoxy-4,5,6,7-tetrahydropyrazolo[1,5-a]pyridin-3-yl)pyridin-2-yl)cyclohexanecarboxamide